potassium isopropanolate C(C)(C)[O-].[K+]